C(C)C(COC(C(=C)C)=O)CCCC.CC=1C(C(=C(C(C1C)=O)C)CC=C(C)C)=O 2,3,5-trimethyl-6-(3-methyl-2-butenyl)p-benzoquinone 2-Ethylhexylmethacrylat